2-(3-bromo-2-methylphenyl)-N-((1R,2R,4S)-7-cyano-7-azabicyclo[2.2.1]heptan-2-yl)-1-pyrrolidinecarboxamide BrC=1C(=C(C=CC1)C1N(CCC1)C(=O)N[C@H]1[C@H]2CC[C@@H](C1)N2C#N)C